N-{4-[1-(propylcarbamoyl)cyclobutyl]phenyl}imidazo[1,2-b]pyridazine-2-carboxamide C(CC)NC(=O)C1(CCC1)C1=CC=C(C=C1)NC(=O)C=1N=C2N(N=CC=C2)C1